C(C)(C)(C)OC(=O)N(CCCN1C=NC2=C1C(=CC=C2)C2=CN=CC(=N2)N[C@H]2C[C@H](N(C2)C(=O)OCC2=CC=CC=C2)C(=O)OC)CCCOC O1-benzyl O2-methyl (2S,4S)-4-[[6-[3-[3-[tert-butoxycarbonyl(3-methoxypropyl)amino]propyl]benzimidazol-4-yl]pyrazin-2-yl]amino]pyrrolidine-1,2-dicarboxylate